ethyl 2-(4-(6'-chlorospiro[cyclopropane-1,3'-pyrrolo[3,2-c]pyridin]-1'(2'H)-yl)pyrimidin-2-yl)-2,2-difluoroacetate ClC1=CC2=C(C=N1)C1(CN2C2=NC(=NC=C2)C(C(=O)OCC)(F)F)CC1